10-(1-(4-(aminomethyl)cyclohexyl)piperidin-4-yl)-4-chloro-7,7-dimethylindolo[1,2-a]quinazolin-5(7H)-one NCC1CCC(CC1)N1CCC(CC1)C1=CC=C2C(C=3N(C=4C=CC=C(C4C(N3)=O)Cl)C2=C1)(C)C